Tert-butyl (R)-2-hydroxypentanoate O[C@@H](C(=O)OC(C)(C)C)CCC